S1C(=NC2=C1C=CC=C2)NC(=O)C=2C=CC=C1CCN(CC21)C2=NC=C(C=C2)Br N-(benzo[d]thiazol-2-yl)-2-(5-bromopyridin-2-yl)-1,2,3,4-tetrahydroisoquinoline-8-carboxamide